COC1=C(C(=C(C=C1)C)C)[N+](=O)[O-] 1-methoxy-3,4-dimethyl-2-nitrobenzene